C(#N)C=1N=CC(=NC1)NC1=CC(=C(N=N1)C(=O)N)NCC1CCNCC1 6-(5-cyanopyrazin-2-ylamino)-4-(piperidin-4-ylmethylamino)pyridazine-3-carboxamide